1-(methyl-L-alanyl-L-valyl)-5-(5-methylfuran-2-yl)pyrrolidine-2-carboxamide CN[C@@H](C)C(=O)N[C@@H](C(C)C)C(=O)N1C(CCC1C=1OC(=CC1)C)C(=O)N